Racemic-3-(3,3-difluorobutyl)-5-(6,6-difluorospiro[3.3]heptan-2-yl)-8-hydroxy-2-methyl-7-(trifluoromethyl)-2,3,4,5-tetrahydrobenzo[f][1,2,5]thiadiazepine 1,1-dioxide FC(CC[C@H]1N(S(C2=C(N(C1)C1CC3(C1)CC(C3)(F)F)C=C(C(=C2)O)C(F)(F)F)(=O)=O)C)(C)F |r|